C(#N)C(C)(C=1N=C(NC1)C1=C(C=CC(=C1)OC=1C(=C2C=CNC2=CC1F)CC(F)F)F)C=1C=C(C=CC1)CCC(=O)O 3-(3-(1-cyano-1-(2-(5-((4-(2,2-difluoroethyl)-6-fluoro-1H-indol-5-yl)oxy)-2-fluorophenyl)-1H-imidazol-4-yl)ethyl)phenyl)propanoic acid